3-mercapto-propylsulfonic acid (3-sulfopropyl) ester S(=O)(=O)(O)CCCOS(=O)(=O)CCCS